S(=O)(=O)(O)O.NN=CN1CCN(CC1)C 1-(aminoiminomethyl)-4-methyl-piperazine sulfate